(R)-2-amino-3-((chloromethoxy)carbonyloxy)propionic acid N[C@@H](C(=O)O)COC(=O)OCCl